tert-butyl (S)-3-(2-methyl-5-((5-(trifluoromethyl)pyridin-3-yl)methoxy)benzofuran-3-carboxamido)pyrrolidine-1-carboxylate CC=1OC2=C(C1C(=O)N[C@@H]1CN(CC1)C(=O)OC(C)(C)C)C=C(C=C2)OCC=2C=NC=C(C2)C(F)(F)F